C1=CC=CC=2C3=CC=CC=C3C(C12)COC(=O)NC(C(=O)O)CC1=CC(=CC=C1)C(=O)OC(C)(C)C 2-((((9H-fluoren-9-yl)methoxy)carbonyl)amino)-3-(3-(tert-butoxycarbonyl)phenyl)propanoic acid